3-hexyliminopropyl acetate C(C)(=O)OCCC=NCCCCCC